C(C(=O)[O-])(=S)[O-] thiooxalate